ClC=1N=C(C2=C(N1)CCCS2)NC2=CC(=C(C(=C2)F)CC(=O)OCC)F ethyl 2-(4-((2-chloro-7,8-dihydro-6H-thiopyrano[3,2-d]pyrimidin-4-yl)amino)-2,6-difluorophenyl)acetate